methyl 4-((3-fluoro-7-hydroxy-5-((methoxycarbonyl) amino)-1H-pyrazolo[4,3-d]pyrimidin-1-yl) methyl)-3-methoxybenzoate FC1=NN(C2=C1N=C(N=C2O)NC(=O)OC)CC2=C(C=C(C(=O)OC)C=C2)OC